1-(4-{2-[1-(2-Ethoxy-ethyl)-3-methyl-1H-pyrazol-4-ylamino]-thiazol-4-yl}-3-fluoro-phenyl)-pyrrolidin-2-one C(C)OCCN1N=C(C(=C1)NC=1SC=C(N1)C1=C(C=C(C=C1)N1C(CCC1)=O)F)C